C1(=CC=C(C=C1)C([C@](C(=O)O)(O)C1=CC=C(C=C1)C)(O)C(=O)O)C R-di-p-toluyltartaric acid